(S)-N-(3-(2-amino-[1,2,4]triazolo[1,5-a]pyridin-7-yl)-2,6-difluorophenyl)-3-phenylisooxazolidine-2-carboxamide NC1=NN2C(C=C(C=C2)C=2C(=C(C(=CC2)F)NC(=O)N2OCC[C@H]2C2=CC=CC=C2)F)=N1